2-(4-amino-1-(tert-butyl)-1H-pyrazolo[3,4-d]pyrimidin-3-yl)-1H-indole-6-carboxylic acid NC1=C2C(=NC=N1)N(N=C2C=2NC1=CC(=CC=C1C2)C(=O)O)C(C)(C)C